C(C)(=O)N[C@H]([C@H](C=O)O)[C@H](O)[C@H](O)C 3-acetamido-3,6-dideoxyglucose